CC(C)C(CC(CCCCC)C)C 2,3,5-trimethyldecane